C(C)(C)(C)C(C(=O)OCC=1N=C(SC1)C(C)(C)C1=CC=C(C=C1)Cl)(CC1=NC(=NO1)C(F)(F)C1=CC=C(C=C1)Cl)P(=O)(OCC)OCC (2-(2-(4-chlorophenyl)propan-2-yl)thiazol-4-yl)methanol tert-butyl-3-(3-((4-chlorophenyl)difluoromethyl)-1,2,4-oxadiazol-5-yl)-2-(diethoxyphosphoryl)propanoate